FC1=C(C=CC=C1)[C@@H]1OCC2=CC(=CC=C2[C@@H]1C1=CC=C(C=C1)N1CCC(CC1)C=O)O 1-(4-((3R,4S)-3-(2-fluorophenyl)-7-hydroxyisochroman-4-yl)phenyl)piperidine-4-carbaldehyde